(6S)-6-[2-Chloro-3-(3,4-difluoro-phenyl)phenyl]-2-imino-6-methyl-3-[(2S,4S)-2-methyltetrahydro-pyran-4-yl]hexahydropyrimidin-4-one trifluoroacetic acid salt FC(C(=O)O)(F)F.ClC1=C(C=CC=C1C1=CC(=C(C=C1)F)F)[C@@]1(CC(N(C(N1)=N)[C@@H]1C[C@@H](OCC1)C)=O)C